ClC1=C(C=CC=C1NC=1C=NC(=CC1)Cl)[C@@]1(CC(N(C(N1)=N)C1CCOCC1)=O)C (6S)-6-{2-Chloro-3-[(6-chloro-pyridin-3-yl)amino]phenyl}-2-imino-6-methyl-3-(tetrahydro-pyran-4-yl)hexahydropyrimidin-4-one